C(C)(=O)C1=CC=C(C[C@H](N)C(=O)O)C=C1 para-acetyl-L-phenylalanine